iron chromium aluminum molybdenum niobium silicon [Si].[Nb].[Mo].[Al].[Cr].[Fe]